C(C)(C)(C)N(C(O)=O)CC(=O)C1CC1.CC=1N(C(=CN1)[N+](=O)[O-])CCN1CCNCC1 1-(2-(2-methyl-5-nitro-1H-imidazol-1-yl)ethyl)piperazine tert-butyl-(2-cyclopropyl-2-oxoethyl)carbamate